C(C)N(CC)CCN(CCOC(OC(CCCCC(=O)OCC(CCCCCC)CCCC)CCCCCC)=O)CC 2-butyloctyl 3,6-diethyl-12-hexyl-10-oxo-9,11-dioxa-3,6-diazahexadecane-16-carboxylate